FC1=CC=C(C=C1)C=1C=CC=2N(N1)C(=CN2)C=2C=NC=CC2 6-(4-fluorophenyl)-3-(3-pyridyl)imidazo[1,2-b]pyridazine